3-((8-methoxy-2-(6-methoxypyridin-3-yl)-2,3-dihydrobenzo[b][1,4]dioxin-6-yl)methyl)imidazo[1,2-b]pyridazine COC1=CC(=CC2=C1OC(CO2)C=2C=NC(=CC2)OC)CC2=CN=C1N2N=CC=C1